L-Tert-Leucine N[C@@H](C(C)(C)C)C(=O)O